C(C=C)(=O)N1C[C@@H](N(CC1)C1=NC(N2C3=C(C(=C(C=C13)Cl)C1=C(C=C(C=C1)F)F)SCC2)=O)CC#N 2-((2S)-4-acryloyl-1-(9-chloro-10-(2,4-difluorophenyl)-5-oxo-2,3-dihydro-5H-[1,4]thiazino[2,3,4-ij]quinazolin-7-yl)piperazin-2-yl)acetonitrile